ClC1=C(C(=CC=C1)F)C1=NC=C(C(=N1)OC)C(=O)N (2-chloro-6-fluorophenyl)-4-methoxypyrimidine-5-carboxamide